CN1C(N(C=2C1=CC=1C(=NN=C(C1C2)N[C@H](C)C2=C(C(=CC=C2)C=2N(N=C(C2)C(F)(F)F)C)C)C)C)=O 1,3,8-trimethyl-5-[[(1R)-1-[2-methyl-3-[2-methyl-5-(trifluoromethyl)pyrazol-3-yl]phenyl]ethyl]amino]imidazo[4,5-g]phthalazin-2-one